CC1=NC=C(C2=C1CC(C2)CNCCC2CN(C(O2)=O)C2=NC1=C(OCC(N1)=O)N=C2)C 6-[5-[2-[(1,4-dimethyl-6,7-dihydro-5H-cyclopenta[c]pyridin-6-yl)methylamino]ethyl]-2-oxo-1,3-oxazolidin-3-yl]-4H-pyrazino[2,3-b][1,4]oxazin-3-one